FC1=CC=C(C=C1)C=1SC(=CC1)CC1=C(C=CC(=C1)Br)C 2-(4-fluorophenyl)-5-[(5-bromo-2-methylphenyl)methyl]Thiophene